NC=1C=2N(C=CN1)C(=NC2C2=CC=C(C=C2)C(NC2=NC=CC(=C2)C(F)(F)F)=O)C=2C=CC(=C(C(=O)O)C2)F 5-[8-amino-1-(4-{[4-(trifluoromethyl)pyridin-2-yl]carbamoyl}phenyl)imidazo[1,5-a]pyrazin-3-yl]-2-fluorobenzoic acid